1-(2-aminoethyl)pyrrole-2,5-dione hydrochloride Cl.NCCN1C(C=CC1=O)=O